phosphoacetyl-CoA P(=O)(O)(O)CC(=O)SCCNC(CCNC([C@@H](C(COP(OP(OC[C@@H]1[C@H]([C@H]([C@@H](O1)N1C=NC=2C(N)=NC=NC12)O)OP(=O)(O)O)(=O)O)(=O)O)(C)C)O)=O)=O